C(C)(C)(C)C=1N(C2=C(C=C(C(=C2C1)CN1[C@@H](CC2(CCCO2)CC1)C1=CC=C(C=C1)C(=O)OC)OC)C)C(=O)O.C(C)(=O)N[C@H]1C(O[C@@H]([C@H]([C@@H]1O)O)CO)NC(C[C@H](N)C(=O)O)=O N4-(N-acetyl-D-glucosaminyl)asparagine Tert-butyl-5-methoxy-4-(((7S)-7-(4-(methoxycarbonyl)phenyl)-1-oxa-8-azaspiro[4.5]decan-8-yl)methyl)-7-methyl-1H-indole-1-carboxylate